Icosanoic acid C(CCCCCCCCCCCCCCCCCCC)(=O)O